NS(=O)(C1=CN=C(S1)C(C)(C)OC)=NC(OC(C)(C)C)=O Tert-butyl (amino(2-(2-methoxypropan-2-yl)thiazol-5-yl)(oxo)λ6-sulfaneylidene)carbamate